4-(3-hydroxypyrrolidin-1-yl)-1-(o-tolyl)-7-(trifluoromethyl)-quinazolin-2(1H)-one OC1CN(CC1)C1=NC(N(C2=CC(=CC=C12)C(F)(F)F)C1=C(C=CC=C1)C)=O